Calcium laurat C(CCCCCCCCCCC)(=O)[O-].[Ca+2].C(CCCCCCCCCCC)(=O)[O-]